10-hydroxy-α-decenoic acid OCCCCCCCC=CC(=O)O